C(C1=CC=CC=C1)(=O)N(C=1C=2N=CN([C@H]3[C@H](OC(C4=CC=CC=C4)=O)[C@H](OC(C4=CC=CC=C4)=O)[C@@H](CO)O3)C2N=CN1)C(C1=CC=CC=C1)=O N6,N6,O2',O3'-tetrabenzoyl-adenosine